(S)-N-(3-(2-((1,5-dimethyl-1H-pyrazol-3-yl)amino)-5-methylpyrimidin-4-yl)-1H-indol-7-yl)-2-(3-((2-((2-(dimethylamino)ethyl)amino)pyrimidin-5-yl)oxy)pyrrolidin-1-yl)acetamide CN1N=C(C=C1C)NC1=NC=C(C(=N1)C1=CNC2=C(C=CC=C12)NC(CN1C[C@H](CC1)OC=1C=NC(=NC1)NCCN(C)C)=O)C